(5S,8S)-N-(5-bromo-2-chlorobenzyl)-5-fluoro-8-hydroxy-5,6,7,8-tetra-hydroquinoline-5-carboxamide BrC=1C=CC(=C(CNC(=O)[C@]2(C=3C=CC=NC3[C@H](CC2)O)F)C1)Cl